2-(2-(2-(4-(2-(((5s,8s)-4-(benzyloxy)-3-mesityl-2-oxo-1-oxaspiro[4.5]dec-3-en-8-yl)oxy)ethyl)piperazin-1-yl)ethoxy)ethoxy)acetic acid C(C1=CC=CC=C1)OC1=C(C(OC12CCC(CC2)OCCN2CCN(CC2)CCOCCOCC(=O)O)=O)C2=C(C=C(C=C2C)C)C